[Co].[Ti].[Ga] gallium-titanium-cobalt